C(=O)(O)COC1=C(C=CC(=C1)OCC=C(C)C)C(/C=C/C=1C=C(C(=O)O)C=CC1)=O 3-[(E)-3-[2-(Carboxymethoxy)-4-(3-methylbut-2-enoxy)phenyl]-3-oxoprop-1-enyl]benzoic acid